FC1(CNC(N(C1)[C@H](COC)C1=CC(=NC=C1)NC([C@H](C1CCC(CC1)(F)F)NC(=O)C=1C=NOC1CC)=O)=O)F N-((S)-2-((4-((S)-1-(5,5-difluoro-2-oxotetrahydropyrimidin-1(2H)-yl)-2-methoxyethyl)pyridin-2-yl)amino)-1-(4,4-difluorocyclohexyl)-2-oxoethyl)-5-ethylisoxazole-4-carboxamide